toluidinonaphthalene-6-sulfonic acid C1(=CC=C(C=C1)NC1=CC=CC2=CC(=CC=C12)S(=O)(=O)O)C